[Cl-].[Zn+2].Cl.[Cl-] hydrochloric acid Zinc chloride